methyl 4-bromo-2-(dibromomethyl)-5-fluorobenzoate BrC1=CC(=C(C(=O)OC)C=C1F)C(Br)Br